NC[C@H](C(F)(F)F)O (2R)-3-amino-1,1,1-trifluoropropan-2-ol